O[C@@]1(C(N(CC1)C)=O)C1=CC(=NO1)C1=NC(=CC=C1)C1=NC(=NC=C1)NC1=NN2C(COC(C2)C)=C1 (R)-3-hydroxy-1-methyl-3-(3-(6-(2-((6-methyl-6,7-dihydro-4H-pyrazolo[5,1-c][1,4]oxazin-2-yl)amino)pyrimidin-4-yl)pyridin-2-yl)isoxazol-5-yl)pyrrolidin-2-one